C(C1=CC=CC=C1)OC(=O)NC1CCC(CC1)C(C1=NC(=NC(=C1)C)N1CCN(CC1)S(=O)(=O)C1=CC=C(C=C1)N1C[C@@H](CC1=O)NC(OC(C)(C)C)=O)(F)F Tert-butyl ((R)-1-(4-((4-(4-(((1r,4r)-4-(((benzyloxy)carbonyl)amino)cyclohexyl)difluoromethyl)-6-methylpyrimidin-2-yl)piperazin-1-yl)sulfonyl)phenyl)-5-oxopyrrolidin-3-yl)carbamate